CC=1N(C(=CC1)C)C1=NN(C(=C1)C(C(F)(F)F)(C)C)C 3-(2,5-Dimethyl-1H-pyrrol-1-yl)-1-methyl-5-(1,1,1-trifluoro-2-methylpropan-2-yl)-1H-pyrazole